N-(3-{3-[(2-carbamoylethyl)carbamoyl]-1H-indazol-5-yl}phenyl)prop-2-enamide C(N)(=O)CCNC(=O)C1=NNC2=CC=C(C=C12)C=1C=C(C=CC1)NC(C=C)=O